(3R,4R)-1-(4-aminopyrimidin-2-yl)-3-methylpiperidin-4-ol NC1=NC(=NC=C1)N1C[C@H]([C@@H](CC1)O)C